CN(C(C#CC(=O)N1CCC(CC1)OCC(C(=O)[O-])C(C)C)(C)C)C 2-(((1-(4-(dimethylamino)-4-methylpent-2-ynoyl)piperidin-4-yl)oxy)methyl)-3-methylbutanoate